8-(methylsulfanyl)-3-(1-(2,2,3,3,3-pentafluoropropyl)-1H-pyrazol-4-yl)-2-(trifluoromethyl)-4H-pyrido[1,2-a]pyrimidin-4-one CSC1=CC=2N(C(C(=C(N2)C(F)(F)F)C=2C=NN(C2)CC(C(F)(F)F)(F)F)=O)C=C1